2,6-Divinyloxynaphthalene C(=C)OC1=CC2=CC=C(C=C2C=C1)OC=C